(R)-N-(7-(3-hydroxy-3-methylbut-1-yn-1-yl)-5-methyl-4-oxo-2,3,4,5-tetrahydrobenzo[b][1,4]oxazepin-3-yl)-4-phenoxypyridineamide OC(C#CC1=CC2=C(OC[C@H](C(N2C)=O)NC(=O)C2=NC=CC(=C2)OC2=CC=CC=C2)C=C1)(C)C